ClC=1SC(=CN1)CN1C=CC=C2C1=NC(N(C2=O)C(COC)CC)=O 8-((2-chlorothiazol-5-yl)methyl)-3-(1-methoxybutan-2-yl)pyrido[2,3-d]pyrimidine-2,4(3H,8H)-dione